2-(4-Bromo-2-(trifluoromethyl)phenoxy)aniline trimethylsilyl-trifluoromethanesulfonate C[Si](C)(C)OS(=O)(=O)C(F)(F)F.BrC1=CC(=C(OC2=C(N)C=CC=C2)C=C1)C(F)(F)F